2'-O-methyl-5-hydroxymethyl-cytidine CO[C@H]1[C@@H](O[C@@H]([C@H]1O)CO)N1C(=O)N=C(N)C(=C1)CO